FC=1C(=C(C2=CC=CC=C2C1)C1=CC=CC2=CC=CC=C12)F Difluorobinaphthyl